2-[1-(2,2-difluoroethyl)-1H-pyrazolo[3,4-b]pyrazin-6-yl]-7-[2-(trifluoromethyl)pyridin-4-yl]-2,7-diazaspiro[3.5]nonane FC(CN1N=CC=2C1=NC(=CN2)N2CC1(C2)CCN(CC1)C1=CC(=NC=C1)C(F)(F)F)F